5-{4'-[(Piperidin-4-yl)methoxy]-6-(trifluoromethyl)[1,1'-biphenyl]-3-yl}-1,3,4-oxadiazol-2(3H)-one N1CCC(CC1)COC1=CC=C(C=C1)C1=CC(=CC=C1C(F)(F)F)C1=NNC(O1)=O